N4-[2-(5-chloro-2,4-difluoro-phenyl)pyrimidin-4-yl]-N2-(4-piperazin-1-ylphenyl)pyrimidine-2,4-diamine ClC=1C(=CC(=C(C1)C1=NC=CC(=N1)NC1=NC(=NC=C1)NC1=CC=C(C=C1)N1CCNCC1)F)F